C(C)N1N=C(C=C1C(=O)NC1=NC2=C(N1C)C(=CC(=C2)C(=O)N)OC)C 2-(1-ethyl-3-methyl-1H-pyrazole-5-carboxamido)-7-methoxy-1-methyl-1H-benzo[d]imidazole-5-carboxamide